C(C=C)(=O)N[C@@H](CC1=CC=CC=C1)COC(C=C)=O N,O-bisacryloyl-phenylalaninol